N[C@H](C(=O)O)[C@@H](C)S (2R,3R)-2-Amino-3-mercaptobutanoic acid